8-((1-methylpiperidin-4-yl)amino)pentadecane-1,15-diyl bis(4,4-bis(pentyloxy)butanoate) C(CCCC)OC(CCC(=O)OCCCCCCCC(CCCCCCCOC(CCC(OCCCCC)OCCCCC)=O)NC1CCN(CC1)C)OCCCCC